2-(5-((R and S)-1-(((R)-((R)-8-cyano-1,2,3,4-tetrahydroquinoxalin-2-yl)(phenyl)methyl)amino)propan-2-yl)-2,4-difluorophenyl)acetic acid C(#N)C=1C=CC=C2NC[C@@H](NC12)[C@@H](C1=CC=CC=C1)NC[C@H](C)C=1C(=CC(=C(C1)CC(=O)O)F)F |&1:21|